BrC1=NN(C(C2=CC=C(C=C12)Br)=O)CC(=O)NC1=NC=C(C=N1)F 2-(4,6-dibromo-1-oxo-phthalazin-2-yl)-N-(5-fluoropyrimidin-2-yl)acetamide